FC1=C(C(=O)O)C(=CC=C1)N[C@H](C)C1=C2C=C(N(C(C2=CC(=C1)F)=O)C)C12CC(C1)(C2)C(F)(F)F (R)-2-fluoro-6-((1-(7-fluoro-2-methyl-1-oxo-3-(3-(trifluoromethyl)bicyclo[1.1.1]pentan-1-yl)-1,2-dihydroisoquinolin-5-yl)ethyl)amino)benzoic acid